((2R,3S,4R,5R)-5-(4-aminopyrrolo[2,1-f][1,2,4]triazin-7-yl)-5-cyano-3,4-dihydroxytetrahydrofuran-2-yl)methyl 2-((3R,5R,7R)-adamantan-1-yl)acetate C12(CC3CC(CC(C1)C3)C2)CC(=O)OC[C@H]2O[C@@]([C@@H]([C@@H]2O)O)(C#N)C2=CC=C3C(=NC=NN32)N